OCC1CC(CC(C1)=O)=O 5-(hydroxymethyl)-1,3-cyclohexanedione